2-(2-((2-(2-(4-(Benzyloxy)phenoxy)ethoxy)ethyl)amino)ethoxy)ethanol C(C1=CC=CC=C1)OC1=CC=C(OCCOCCNCCOCCO)C=C1